ClC1=C(C=C2C(=C(N(C2=C1F)C)C=1NC(=NN1)[C@H](C#N)C)C=1C=NNC1)OC (S)-2-(5-(6-chloro-7-fluoro-5-methoxy-1-methyl-3-(1H-pyrazol-4-yl)-1H-indol-2-yl)-4H-1,2,4-triazol-3-yl)propionitrile